benzyl N-(4-{[23-(4-{[(tert-butoxycarbonyl)amino]methyl}-1,2,3-triazol-1-yl)-3,6,9,12,15,18,21-heptaoxatricosan-1-yl]oxy}phenyl)carbamate C(C)(C)(C)OC(=O)NCC=1N=NN(C1)CCOCCOCCOCCOCCOCCOCCOCCOC1=CC=C(C=C1)NC(OCC1=CC=CC=C1)=O